The molecule is a beta-D-glucoside resulting from the formal condensation of beta-D-glucoyranose with the alcoholic hydroxy group of 18-hydroxyocctadec-9-enoic acid. It derives from a 18-hydroxyoleic acid. It is a conjugate acid of a (9Z)-18-hydroxyoctadec-9-enoate 18-O-beta-D-glucoside. C(CCCCO[C@H]1[C@@H]([C@H]([C@@H]([C@H](O1)CO)O)O)O)CCC/C=C\\CCCCCCCC(=O)O